FC(C1=C(C=CC(=C1)C(F)(F)F)C=1C=2N(C(=NN1)N[C@H]1CN(CCC1)C1CCOCC1)C=CC2)(F)F 1-[2,4-bis(trifluoromethyl)phenyl]-N-[(3R)-1-(oxan-4-yl)piperidin-3-yl]pyrrolo[1,2-d][1,2,4]triazin-4-amine